C(C1=CC=CC=C1)(=O)OCCCCCCCC n-Octyl benzoate